ClC1=C(N=C2N1C=CC=C2)S(=O)(=O)NC(C(F)(F)F)C2=CC=C(C=C2)F 3-chloro-N-(2,2,2-trifluoro-1-(4-fluorophenyl)ethyl)imidazo[1,2-a]pyridine-2-sulfonamide